N1(CCC1)C1N(CCCC1)C1=CC(=C(C=C1)OC1CC1)[N+](=O)[O-] (azetidin-1-yl)-1-(4-cyclopropoxy-3-nitrophenyl)piperidine